sodium 1,5-pentanediamine C(CCCCN)N.[Na]